7-((3S,4S)-4-((2,3-dihydrobenzo[b][1,4]dioxin-6-yl-2,2,3,3-d4)oxy)-3-fluoropiperidin-1-yl)-8-methyl-4H-pyrimido[1,2-b]pyridazin-4-one O1C2=C(OC(C1([2H])[2H])([2H])[2H])C=C(C=C2)O[C@@H]2[C@H](CN(CC2)C=2C(=CC=1N(N2)C(C=CN1)=O)C)F